(5R,8S)-N-(4,5-dichloro-2-fluorophenyl)-1-fluoro-6,7,8,9-tetrahydro-5H-5,8-epiminocyclohepta[c]pyridine-10-carbothioamide ClC1=CC(=C(C=C1Cl)NC(=S)N1[C@@H]2CC[C@H]1CC=1C(=NC=CC12)F)F